N(=C=O)CC1=C(C(=C(C(=C1Cl)Cl)Cl)CN=C=O)Cl 1,3-Bis-(isocyanatomethyl)-2,4,5,6-tetrachlorobenzol